C[Si](=[Ti](NC(C)(C)C)C1C=2C=C3CCCC3=CC2C=C1C)C dimethylsilylene(6-methyl-1,2,3,5-tetrahydro-s-indacen-5-yl)(t-butylamino)titanium